trans-N-[6-[5-[4-(benzylcarbamoylamino)-2-(tert-butylsulfamoyl)phenyl]Thiazol-2-yl]Tetrahydropyran-3-yl]Carbamic acid C(C1=CC=CC=C1)NC(=O)NC1=CC(=C(C=C1)C1=CN=C(S1)[C@H]1CC[C@@H](CO1)NC(O)=O)S(NC(C)(C)C)(=O)=O